(1R,2R)-2-amino-1-(3-chloro-4-cyclopropoxyphenyl)-3-(pyrrolidin-1-yl)propan-1-ol N[C@@H]([C@H](O)C1=CC(=C(C=C1)OC1CC1)Cl)CN1CCCC1